1-((5aS,6R,11bR)-14-(cyclopropylmethyl)-5a,10-dihydroxy-1,2,5,5a,6,7-hexahydro-6,11b-(epiminoethano)naphtho[1,2-d]azepin-3(4H)-yl)-2-(4-isopropyl-1H-1,2,3-triazol-1-yl)ethan-1-one C1(CC1)CN1CC[C@]23CCN(CC[C@]2([C@H]1CC1=CC=C(C=C13)O)O)C(CN1N=NC(=C1)C(C)C)=O